C(C=C)NC(C(=O)O)C1=CC=C(C=C1)O allyl-2-(4-hydroxyphenyl)glycine